C(#N)C1=NN(C=C1[C@H](CC)C1=C(C=CC(=C1)F)F)C (1S,2R)-1-(3-cyano-1-methyl-1H-pyrazol-4-yl)-1-(2,5-difluorophenyl)propan